7-(azetidin-1-ylmethyl)-2-bromo-10,10-difluoro-12-oxa-3-thia-6-azatricyclo[6.4.1.04,13]Tridec-1,4(13),7-trien-5-one N1(CCC1)CC=1NC(C=2SC(=C3OCC(CC1C32)(F)F)Br)=O